[N+](=O)([O-])[O-].[Mg+2].NC(=O)N.[N+](=O)([O-])[O-] urea magnesium nitrate